N1C=C(C=2C1=NC=CC2)C(=O)N=C2SC=CN2CCC(C)NC(OCCCC)=O butyl (4-(2-((1H-pyrrolo[2,3-b]pyridine-3-carbonyl)imino)thiazol-3(2H)-yl)butan-2-yl)carbamate